(3R)-3-(1,4-dimethyl-1H-benzotriazol-5-yl)-3-(7-{[(4S*)-4-ethyl-1,1-dioxo-4,5-dihydropyrido[2,3-f][1,2]thiazepin-2(3H)-yl]methyl}-2,3-dihydro-1H-inden-5-yl)propanoic acid CN1N=NC2=C1C=CC(=C2C)[C@H](CC(=O)O)C=2C=C1CCCC1=C(C2)CN2S(C1=C(C[C@@H](C2)CC)N=CC=C1)(=O)=O |o1:31|